2,6-Difluoro-3-(5-(4-(methylsulfonyl)piperazin-1-yl)-2H-pyrazolo[3,4-c]pyridine-2-yl)phenol FC1=C(C(=CC=C1N1N=C2C=NC(=CC2=C1)N1CCN(CC1)S(=O)(=O)C)F)O